C(C=C)(=O)N1C[C@@H](N(C[C@H]1C)C=1C2=C(N(C(N1)=O)C1=C(C=CC=C1C)C(C)C)N=C(C=C2F)C2=C(C=CC=C2O)F)C 4-((2S,5R,M)-4-acryloyl-2,5-dimethylpiperazin-1-yl)-5-fluoro-7-(6-hydroxy-2-fluoro-phenyl)-1-(6-methyl-2-isopropyl-phenyl)pyrido[2,3-d]pyrimidin-2(1H)-one